FC=1C=C(C2=C(CNS(O2)(=O)=O)C1)C1=CC=C(C=C1)F 6-fluoro-8-(4-fluorophenyl)-3,4-dihydrobenzo[e][1,2,3]oxathiazine 2,2-dioxide